C[C@@H]1C[C@@H](OC1)C(CC(=O)OC)=O (cis)-Methyl 3-(4-methyltetrahydrofuran-2-yl)-3-oxopropanoate